C(C)O[V](OCC)(OCC)(OCC)OCC pentaethoxyvanadium